NCC1=NNC(C2=CC=C(C=C12)C1(CC1)C(=O)N(C1CCCC2=CC=CC(=C12)F)CC1=NC=C(C=C1)C1=C(C=CC=C1F)F)=O 1-(4-(aminomethyl)-1-oxo-1,2-dihydrophthalazin-6-yl)-N-((5-(2,6-difluorophenyl)pyridin-2-yl)methyl)-N-(8-fluoro-1,2,3,4-tetrahydronaphthalen-1-yl)cyclopropane-1-carboxamide